CN(C1CCN(CC1)C=1NC2=C(N1)OC=1C=CC=CC1C2=O)C 2-(4-(dimethylamino)piperidin-1-yl)chromeno[2,3-d]imidazol-9(1H)-one